NC1=NC=C(C2=C1C=NN2COCC[Si](C)(C)C)NC(=O)C(=O)N(CC2=NC=C(C=C2)C(F)(F)F)CC2=CC=CC=C2 N-[4-amino-1-(2-trimethylsilylethoxymethyl)pyrazolo[4,3-c]pyridin-7-yl]-N'-benzyl-N'-[[5-(trifluoromethyl)-2-pyridyl]methyl]oxamide